(4-(N-Acetylacetamido)phenyl)-2-(4-(tert-butyl)phenyl)Azole-4-carboxylic acid ethyl ester C(C)OC(=O)C=1C(=C(NC1)C1=CC=C(C=C1)C(C)(C)C)C1=CC=C(C=C1)N(C(C)=O)C(C)=O